cis-8-dimethylamino-3-(5-methyl-6-morpholin-4-yl-pyridin-3-yl)-8-phenyl-1,3-diazaspiro[4.5]decan-2-one CN(C1(CCC2(CN(C(N2)=O)C=2C=NC(=C(C2)C)N2CCOCC2)CC1)C1=CC=CC=C1)C